diisopropyl allylboronate C(C=C)B(OC(C)C)OC(C)C